C(C)(=O)O.CN(CCCN=C=NCC)C N-(3-dimethylaminopropyl)-N'-ethylcarbodiimide acetate